3-(4'-hydroxyphenoxy)benzoic acid OC1=CC=C(OC=2C=C(C(=O)O)C=CC2)C=C1